C(#C)[C@@H]1CN=C2N1C1=CC=C(C=C1C(N2C([2H])([2H])C=2C=NN(C2)C)=O)S(=O)(=O)NC2(CC2)C (1R)-1-ethynyl-N-(1-methylcyclopropyl)-4-[(1-methylpyrazol-4-yl)(2H2)methyl]-5-oxo-1H,2H-imidazo[1,2-a]quinazoline-7-sulfonamide